(sulfo)-L-alanine S(=O)(=O)(O)N[C@@H](C)C(=O)O